NC1=CC=CC(=N1)S(=O)(=O)NC(=O)C=1C(=NC(=CC1)C=1C=NC(=CC1)N[C@@H](CC(C)C)C)N1[C@H](CC[C@H]1C)C N-[(6-Amino-2-pyridyl)sulfonyl]-6-[6-[[(1R)-1,3-dimethylbutyl]amino]-3-pyridyl]-2-[(2S,5R)-2,5-dimethylpyrrolidin-1-yl]pyridin-3-carboxamid